COC1=CC=C(CN(C2=NC(=NC=3N2N=CC3C#N)SC)[C@@H]3[C@H](C3)C)C=C1 4-((4-methoxybenzyl)((1S,2S)-2-methylcyclopropyl)amino)-2-(methylthio)pyrazolo[1,5-a][1,3,5]triazine-8-carbonitrile